COC=1C=C(C=CC1)C=1NC2=CC=C(C=C2C1C)CN (2-(3-methoxyphenyl)-3-methyl-1H-indol-5-yl)methylamine